ClC1=CC=C(C[C@@H]2CC[C@@]([C@]2(O)CN2N=CN=C2)(C)CCl)C=C1 (1S,2R,5S)-5-(4-chlorobenzyl)-2-Chloromethyl-2-methyl-1-(1H-1,2,4-triazole-1-ylmethyl)cyclopentanol